OCC#CC=1C=CC(=C(C(=O)OC)C1)OC methyl 5-(3-hydroxyprop-1-yn-1-yl)-2-methoxybenzoate